4-((3,5-difluoro-6-methylpyridin-2-yl)thio)-6-(1-methyl-1H-pyrazol-4-yl)pyrazolo[1,5-a]pyridine-3-carbonitrile FC=1C(=NC(=C(C1)F)C)SC=1C=2N(C=C(C1)C=1C=NN(C1)C)N=CC2C#N